CS(=O)(=O)ONC1=CC=CC=C1.[Na] sodium (phenylamino) methanesulfonate